(4-((methylthio)methyl)pyridin-2-yl)-2,6-naphthyridine-1,7-diamine CSCC1=CC(=NC=C1)C=1N=C(C2=CC(=NC=C2C1)N)N